[W]=[Te].[Mo] molybdenum tungsten telluride